6-Bromo-3-(3-(dimethyl-amino)azetidin-1-yl)-5-fluoro-N-(pyridazin-3-ylmethyl)-7,9-dihydro-furo[3,4-f]quinazolin-1-amine BrC=1C2=C(C3=C(N=C(N=C3C1F)N1CC(C1)N(C)C)NCC=1N=NC=CC1)COC2